BrC1=CC(=C(C=C1C)N1CCN(CC1)C(=O)OC(C)(C)C)OC tert-butyl 4-(4-bromo-2-methoxy-5-methyl-phenyl)piperazine-1-carboxylate